5,7-difluoro-isatin FC=1C=C2C(C(NC2=C(C1)F)=O)=O